(S)-5-(2-cyclopropylphenyl)-1-(1-(6-ethoxy-5-methoxypyridin-2-yl)-2-(methylsulfonyl)ethyl)-1H-benzo[d]imidazol-2(3H)-one C1(CC1)C1=C(C=CC=C1)C1=CC2=C(N(C(N2)=O)[C@H](CS(=O)(=O)C)C2=NC(=C(C=C2)OC)OCC)C=C1